N1(CCC2=CC=CC=C12)CC(C)=O indolinyl-acetone